4-(3-Methylmorpholinyl)-2-(1H-pyrrolo[2,3-b]pyridin-4-yl)thieno[3,2-d]pyrimidine CC1N(CCOC1)C=1C2=C(N=C(N1)C1=C3C(=NC=C1)NC=C3)C=CS2